N-(4-(chlorodifluoromethoxy)phenyl)-7-(pyrimidin-5-yl)-1-(thien-3-yl)-1H-benzo[d]Imidazole-5-carboxamide ClC(OC1=CC=C(C=C1)NC(=O)C1=CC2=C(N(C=N2)C2=CSC=C2)C(=C1)C=1C=NC=NC1)(F)F